(S)-6-(4-(4-((2-(2,6-dioxopiperidin-3-yl)-1,3-dioxoisoindolin-4-ylamino)methyl)benzyl)piperazin-1-yl)nicotinamide O=C1NC(CC[C@@H]1N1C(C2=CC=CC(=C2C1=O)NCC1=CC=C(CN2CCN(CC2)C2=NC=C(C(=O)N)C=C2)C=C1)=O)=O